Cl.OC[C@@H](C#CC)NC(OCC1=CC=CC=C1)=O benzyl (R)-(1-hydroxypent-3-yn-2-yl)carbamate, hydrochloride